urethane di(methyl)acrylate CC(=CC(=O)O)C.NC(=O)OCC